Aluminium Fumarat C(\C=C\C(=O)[O-])(=O)[O-].[Al+3].C(\C=C\C(=O)[O-])(=O)[O-].C(\C=C\C(=O)[O-])(=O)[O-].[Al+3]